C=1C=NC(N2C1N1C3(COC(C1)C3)CC2)=O 6,7,10,11-tetrahydro-4H,8H-7a,10-methano-pyrimido[6',1':2,3]pyrimido[6,1-c][1,4]oxazin-4-one